FC([C@H]1N(C(OC1)=C=O)C=1N=C2N(CCOC3=C2SC(=C3F)N[C@H](C(=O)N)C)C1)F (S)-2-((9-((S)-4-(difluoromethyl)-2-carbonyloxazolidin-3-yl)-3-fluoro-5,6-dihydroimidazo[1,2-d]thieno[2,3-f][1,4]oxazepin-2-yl)amino)propionamide